C(C1=CC=CC=C1)OC1=C2C(=NN(C2=CC=C1)C1OCCCC1)I 4-benzyloxy-3-iodo-1-tetrahydropyran-2-yl-indazole